chloro-3-((phenoxycarbonyl)amino)-[1,1'-biphenyl]-4-carboxylic acid methyl ester COC(=O)C1=C(C(=C(C=C1)C1=CC=CC=C1)Cl)NC(=O)OC1=CC=CC=C1